METHYL PHENYLETHYL ETHER C1(=CC=CC=C1)CCOC